tert-butyl (14-iodo-3,6,9,12-tetraoxatetradecyl)carbamate ICCOCCOCCOCCOCCNC(OC(C)(C)C)=O